2-ethyl-9,10-dimethylphenoxyanthracene C(C)C1=C(OC2=CC=CC3=C(C4=CC=CC=C4C(=C23)C)C)C=CC=C1